CC1=CC(=NN1)NC=1C2=C(N=C(N1)NC1CC3CCC(C1)N3CCC#N)C=CS2 3-((3-exo)-3-((4-((5-methyl-1H-pyrazol-3-yl)amino)thieno[3,2-d]pyrimidin-2-yl)amino)-8-azabicyclo[3.2.1]octan-8-yl)propionitrile